(10Z)-octadec-9-enoic acid C(CCCCCCC\C=C/CCCCCCCC)(=O)O